COC=1C(=NC(=C(C1)CCCCCC(F)(F)F)OC)CCNC(OC(C)(C)C)=O tert-butyl (2-(3,6-dimethoxy-5-(6,6,6-trifluorohexyl)pyridin-2-yl)ethyl)carbamate